1,19-eicosanediol diacrylate C(C=C)(=O)OCCCCCCCCCCCCCCCCCCC(C)OC(C=C)=O